C1=CC(=CC=C1C[C@@H](C(=O)O)NCC2([C@H]([C@@H]([C@H](O2)CO)O)O)O)O N-(1-Deoxy-1-fructosyl)tyrosine